N-(1'-(2-(1,1-difluoroethyl)-6-(3-methoxycyclobutoxy)pyrimidin-4-yl)-1',2'-dihydrospiro[cyclopropane-1,3'-pyrrolo[3,2-c]pyridin]-6'-yl)acetamide FC(C)(F)C1=NC(=CC(=N1)N1CC2(C=3C=NC(=CC31)NC(C)=O)CC2)OC2CC(C2)OC